N-(4-cyclobutyl-3-(4-fluorobenzyl)-1-methyl-1H-pyrazol-5-yl)-2-(1-(trifluoromethyl)cyclopropyl)acetamide C1(CCC1)C=1C(=NN(C1NC(CC1(CC1)C(F)(F)F)=O)C)CC1=CC=C(C=C1)F